ClC1=C(C=C2C=C(N=CC2=C1)NC(CC=1C=NN(C1)C(F)F)=O)C1CCN(CC1)[C@]1(COC[C@H]1O)C N-(7-chloro-6-(1-((3S,4S)-4-hydroxy-3-methyltetrahydrofuran-3-yl)piperidin-4-yl)isoquinolin-3-yl)-2-(1-(difluoromethyl)-1H-pyrazol-4-yl)acetamide